C12(C=CC(CC1)C2)C(=O)O exo-norbornenecarboxylic acid